C(C1=CC=CC=C1)OC(=O)N1CCC2(CC2)CC1C1=CC=CC=C1 7-phenyl-6-azaspiro[2.5]octane-6-carboxylic acid benzyl ester